C(C)(=O)C1=NN(C2=CC=C(C=C12)C=1C=NC(=[N+](C1)[O-])C)CC(=O)N1[C@@H](C[C@H](C1)F)C(NC1=[N+](C(=CC=C1)Br)[O-])=O 5-(3-acetyl-1-(2-((2S,4R)-2-((6-bromo-1-oxidopyridin-2-yl)carbamoyl)-4-fluoropyrrolidin-1-yl)-2-oxoethyl)-1H-indazol-5-yl)-2-methylpyrimidine-1-oxide